trimethyl-s-triazine vanadium [V].CC1=NC(=NC(=N1)C)C